CC1(OC1CC\C(=C\CC\C(=C\CC\C=C(\CC\C=C(\CCC=C(C)C)/C)/C)\C)\C)C 2,2-dimethyl-3-((3E,7E,11E,15E)-3,7,12,16,20-pentamethylheneicosa-3,7,11,15,19-penten-1-yl)oxirane